C(C)(=O)NC(\C=C\C(=O)N1OCCC1)=O (E)-N-acetyl-4-(isoxazolidin-2-yl)-4-oxo-but-2-enamide